4-(dianthranylamino)cyclohexanone C1(=CC=CC2=CC3=CC=CC=C3C=C12)N(C1CCC(CC1)=O)C1=CC=CC2=CC3=CC=CC=C3C=C12